tert-butyl (3-((6-allyl-3-(6-bromobenzo[d]thiazol-2-yl)-4,5,6,7-tetrahydrothieno[2,3-c]pyridin-2-yl)carbamoyl)cyclobutyl)(isopropyl)carbamate C(C=C)N1CC2=C(CC1)C(=C(S2)NC(=O)C2CC(C2)N(C(OC(C)(C)C)=O)C(C)C)C=2SC1=C(N2)C=CC(=C1)Br